ClC1=C(C(=O)NC2=CC=C3C=C(NC3=C2)C(=O)NC2=CC(=CC=C2)OC(F)(F)F)C=C(C=C1)CNC(C(C)C)=O 6-(2-chloro-5-(isobutyrylaminomethyl)benzoylamino)-N-(3-(trifluoromethoxy)phenyl)-1H-indole-2-carboxamide